BrC=1C=C2C=NC(=NC2=C2C1ON=C2C(C)C)Cl 6-bromo-2-chloro-9-isopropyl-isoxazolo[5,4-h]quinazoline